CC1=C(C2=C(C=3N1N=CN3)CNC2)C 5,6-Dimethyl-8,9-dihydro-7H-pyrrolo[3,4-c][1,2,4]triazolo[1,5-a]pyridine